2-chloro-N-(9,10-dioxo-4,5-bis((5-oxohexyl)oxy)-9,10-dihydroanthracen-2-yl)acetamide ClCC(=O)NC1=CC=2C(C3=CC=CC(=C3C(C2C(=C1)OCCCCC(C)=O)=O)OCCCCC(C)=O)=O